P(=O)([O-])([O-])O.P(=O)(O)(O)O.P(=O)(O)(O)O.[Mg+2] Magnesium trisphosphate